C1(=CC=CC=C1)C1=NC(=NC(=N1)C1=CC=CC=C1)C1=C(C=C(C=C1)C1=NC(=NC(=C1)C1=CC=CC=C1)C1=CC=CC=C1)C1=CC=C(C=C1)N1C2=CC=C(C=C2C=2C=C(C=CC12)C)C 9-(2'-(4,6-diphenyl-1,3,5-triazin-2-yl)-5'-(2,6-diphenylpyrimidin-4-yl)-[1,1'-biphenyl]-4-yl)-3,6-dimethyl-9H-carbazole